ClC1=C(C=CC2=C1C(=N[C@H](C=1N2N=C(N1)NC(=O)NC1CC1)C)C1=C(C=CC=C1F)F)C(F)(F)F 1-[(4S)-7-chloro-6-(2,6-difluorophenyl)-4-methyl-8-(trifluoromethyl)-4H-[1,2,4]triazolo[1,5-a][1,4]benzodiazepin-2-yl]-3-cyclopropyl-urea